ClC=1C=2N(C(=C(C1)C=O)N1CCCC1)C=NC2C#N 8-chloro-6-formyl-5-(pyrrolidin-1-yl)imidazo[1,5-a]pyridine-1-carbonitrile